N-(6-(4-((1H-tetrazol-5-yl)methyl)-1H-imidazol-1-yl)-5-fluoropyridin-3-yl)-2-(2-fluoro-3-(trifluoromethyl)phenyl)acetamide N1N=NN=C1CC=1N=CN(C1)C1=C(C=C(C=N1)NC(CC1=C(C(=CC=C1)C(F)(F)F)F)=O)F